[Si](C)(C)(C(C)(C)C)OC1CC(OC1)C(=O)NC=1C=NN(C1)C 4-[(Tert-butyldimethylsilyl)oxy]-N-(1-methyl-1H-pyrazol-4-yl)oxolane-2-carboxamide